4-(1-carbamimidoyl-1,2,3,6-tetrahydropyridin-4-yl)-N-[4-(1-carbamimidoyl-1,2,3,6-tetrahydropyridin-4-yl)phenyl]-3-fluorothiophene-2-carboxamide trifluoroacetate FC(C(=O)O)(F)F.C(N)(=N)N1CCC(=CC1)C=1C(=C(SC1)C(=O)NC1=CC=C(C=C1)C=1CCN(CC1)C(N)=N)F